ClC1=CC=C(C=C1)NC=1C=NC=CC1NC(=O)C=1C=NC(=NC1)N1CC(NCC1)=O N-{3-[(4-Chlorophenyl)amino]pyridin-4-yl}-2-(3-oxopiperazin-1-yl)pyrimidine-5-carboxamide